tert-butyl (2-(4-(benzyloxy)-1-methyl-1H-indol-3-yl)ethyl)(2-ethoxybenzyl)carbamate C(C1=CC=CC=C1)OC1=C2C(=CN(C2=CC=C1)C)CCN(C(OC(C)(C)C)=O)CC1=C(C=CC=C1)OCC